4-((5-nitro-1H-indol-3-yl)methyl)benzoic acid [N+](=O)([O-])C=1C=C2C(=CNC2=CC1)CC1=CC=C(C(=O)O)C=C1